4,4'-bis(4-fluorophenylsulfonyl)biphenyl FC1=CC=C(C=C1)S(=O)(=O)C1=CC=C(C=C1)C1=CC=C(C=C1)S(=O)(=O)C1=CC=C(C=C1)F